tert-butyl N-[1-(hydroxymethyl)cyclopropyl]carbamate OCC1(CC1)NC(OC(C)(C)C)=O